CN1N=NC(=C1)C1=C2C=NNC2=C(C=C1)B1OC(C(O1)(C)C)(C)C 4-(1-methyl-1,2,3-triazol-4-yl)-7-(4,4,5,5-tetramethyl-1,3,2-dioxaborolan-2-yl)-1H-indazole